tert-butyl (4,4-difluorocyclohexyl)(6-((1-methyl-1H-1,2,4-triazol-3-yl)methoxy)-2-(methylsulfonyl)pyrimidin-4-yl)carbamate FC1(CCC(CC1)N(C(OC(C)(C)C)=O)C1=NC(=NC(=C1)OCC1=NN(C=N1)C)S(=O)(=O)C)F